6-Morpholine-4-yl-N,N1-di-m-tolyl-[1,3,5]triazine-2,4-diamine hydrochloride Cl.N1(CCOCC1)C1=NC(=NC(N1C=1C=C(C=CC1)C)NC=1C=C(C=CC1)C)N